Cl.C(#C)C=1C=C(C=CC1)NC1=NC=NC2=CC(=C(C=C12)OCCOC)OCCOC N-(3-ethynylphenyl)-6,7-bis(2-methoxyethoxy)-4-quinazolinamine hydrochloride